C1(N=CC=C2CC=CC=C12)=O Isoquinolin-1(5H)-one